CC(CC(O)O)(CC)C 3,3-dimethyl-pentanediol